ClC1=CC=CC=2N(C3=CC=CC=C3C12)C1=C(C2=CC=CC=C2C=C1)C1=CC=CC=C1 4-chloro-9-(1-phenylnaphthalen-2-yl)-9H-carbazole